[Si](C)(C)(C(C)(C)C)OC[C@H]1O[C@@H](CNC1)N1C(N=C2C(=C1)C=C(N2)COCCNC(OCC2C1=CC=CC=C1C=1C=CC=CC21)=O)=O (9H-fluoren-9-yl)methyl (2-((3-((2S,6S)-6-(((tert-butyldimethylsilyl)oxy)methyl)morpholin-2-yl)-2-oxo-3,7-dihydro-2H-pyrrolo[2,3-d]pyrimidin-6-yl)methoxy)ethyl)carbamate